{4-cyclopropyl-2-[4-(2-methoxy-phenyl)-piperidin-1-yl]-6-methyl-pyrimidin-5-yl}-acetic acid methyl ester COC(CC=1C(=NC(=NC1C)N1CCC(CC1)C1=C(C=CC=C1)OC)C1CC1)=O